N-(2-dimethylamino-ethyl)-3-[3-[3-(trifluoro-methoxy)phenyl]imidazo[1,2-b]pyridazin-6-yl]benzamide CN(CCNC(C1=CC(=CC=C1)C=1C=CC=2N(N1)C(=CN2)C2=CC(=CC=C2)OC(F)(F)F)=O)C